2-(2-((5'-(1-aminoisoquinolin-5-yl)-2',3'-dihydrospiro[cyclopentane-1,1'-indene]-3'-yl)oxy)phenyl)acetic acid NC1=NC=CC2=C(C=CC=C12)C=1C=C2C(CC3(C2=CC1)CCCC3)OC3=C(C=CC=C3)CC(=O)O